(+/-)-6-Cyano-1-methyl-4-((3R,4R)-3-methyl-4-(4-(trifluoromethoxy)phenoxy)piperidin-1-yl)-1,5-naphthyridin-2(1H)-on C(#N)C=1N=C2C(=CC(N(C2=CC1)C)=O)N1C[C@H]([C@@H](CC1)OC1=CC=C(C=C1)OC(F)(F)F)C |r|